C1(=CC(=CC=C1)C=O)C1=CC=CC=C1 biphenyl-3-carbaldehyde